5-(4-(1,3-Dioxoisoindolin-2-yl)butoxy)-1,3-diisopropyl-1H-benzo[d]imidazol-3-ium iodide [I-].O=C1N(C(C2=CC=CC=C12)=O)CCCCOC1=CC2=C(N(C=[N+]2C(C)C)C(C)C)C=C1